CC/C=C\\C/C=C\\C/C=C\\C/C=C\\C/C=C\\CCCCCCCCCCCCCCCCCCCCCC(=O)SCCNC(=O)CCNC(=O)[C@@H](C(C)(C)COP(=O)(O)OP(=O)(O)OC[C@@H]1[C@H]([C@H]([C@@H](O1)N2C=NC3=C(N=CN=C32)N)O)OP(=O)(O)O)O The molecule is an unsaturated fatty acyl-CoA that results from the formal condensation of the thiol group of coenzyme A with the carboxy group of (23Z,26Z,29Z,32Z,35Z)-octatriacontapentaenoic acid. It is an unsaturated fatty acyl-CoA and an ultra-long-chain fatty acyl-CoA. It derives from a (23Z,26Z,29Z,32Z,35Z)-octatriacontapentaenoic acid. It is a conjugate acid of a (23Z,26Z,29Z,32Z,35Z)-octatriacontapentaenoyl-CoA(4-).